ClC1=CC=C2C(=C1)NC[C@@]21[C@@H](N[C@@H]([C@H]1C1=C(C(=CC=C1)Cl)F)C(=O)NC1=C(C=C(C(=O)O)C=C1)OC)CC(C)(C)C 4-((2'S,3S,4'R,5'S)-6-chloro-4'-(3-chloro-2-fluorophenyl)-2'-neopentylspiro[indoline-3,3'-pyrrolidine]-5'-carboxamido)-3-methoxybenzoic acid